COC1=NC=C(C(=N1)OC)C=1C=C(C=2N(N1)C=CN2)[C@@H]2[C@H](C2)C2=CC=C1C=NN(C1=C2)C |r| racemic-6-(2,4-dimethoxypyrimidin-5-yl)-8-((1S,2S)-2-(1-methyl-1H-indazol-6-yl)cyclopropyl)imidazo[1,2-b]pyridazine